3-(β-D-Glucopyranosyloxy)-3',4',5,7-tetrahydroxyflavone [C@@H]1([C@H](O)[C@@H](O)[C@H](O)[C@H](O1)CO)OC1=C(OC2=CC(=CC(=C2C1=O)O)O)C1=CC(=C(C=C1)O)O